5-Amino-1-isopropyl-3-[4-(1-[[3-(trifluoromethyl)phenyl]carbamoyl]ethyl)phenyl]pyrazole-4-carboxamide NC1=C(C(=NN1C(C)C)C1=CC=C(C=C1)C(C)C(NC1=CC(=CC=C1)C(F)(F)F)=O)C(=O)N